C1(CC1)[C@H](C)N1C(C2=C(C=C(C=C2C1)C1=CC(=NN1)NC(C)=O)S(NC)(=O)=O)=O (S)-N-(5-(2-(1-cyclopropylethyl)-7-(N-methylsulfamoyl)-1-oxoisoindol-5-yl)-1H-pyrazol-3-yl)acetamide